sodium 2-(dimethylamino)octadecanoate CN(C(C(=O)[O-])CCCCCCCCCCCCCCCC)C.[Na+]